OC1=CC=C(C=C1)/C(=C(\CC)/C1=CC=C(C=C1)O)/CC 4-[(E)-4-(4-hydroxyphenyl)hex-3-en-3-yl]phenol